(S)-6-ethoxy-2-methyl-N-(5-methyl-6-(3-methylpiperazin-1-yl)pyridazin-3-yl)-2H-indazole-5-carboxamide hydrochloride Cl.C(C)OC=1C(=CC2=CN(N=C2C1)C)C(=O)NC=1N=NC(=C(C1)C)N1C[C@@H](NCC1)C